2-[(7-amino-4-{3-[3-(4-methylpiperazine-1-carbonyl)phenyl]-1H-indazol-5-yl}-1-oxo-2,3-dihydro-1H-isoindol-2-yl)methyl]prop-2-enamide NC=1C=CC(=C2CN(C(C12)=O)CC(C(=O)N)=C)C=1C=C2C(=NNC2=CC1)C1=CC(=CC=C1)C(=O)N1CCN(CC1)C